lithium dimethyl-ammonium distearate C(CCCCCCCCCCCCCCCCC)(=O)[O-].C(CCCCCCCCCCCCCCCCC)(=O)[O-].C[NH2+]C.[Li+]